trans-4-(2-hydroxyethyl)cyclohexane OCCC1CCCCC1